formylmethyl phosphinate-sodium salt [Na].[PH2](OCC=O)=O